CC1=C(C=C(C(=O)NC2=C(C=CC(=C2)OC(F)(F)F)C)C=C1)OC1CN(C1)C=1C=NN2C1C=NC=C2 4-methyl-N-(2-methyl-5-(trifluoromethoxy)phenyl)-3-((1-(pyrazolo[1,5-a]pyrazin-3-yl)azetidin-3-yl)oxy)benzamide